C(C1=CC=CC=C1)OCCOC1=C(C=CC(=C1)Cl)C(C(=O)OCC)Br ethyl 2-(2-(2-(benzyloxy) ethoxy)-4-chlorophenyl)-2-bromoacetate